4-(benzyloxy)-2-isopropoxy-6-methylbenzoic acid C(C1=CC=CC=C1)OC1=CC(=C(C(=O)O)C(=C1)C)OC(C)C